(S)-N-(4-AMINO-3,4-DIOXO-1-PHENYLBUTAN-2-YL)-3-PHENYLFURAN-2-CARBOXAMIDE NC(C([C@H](CC1=CC=CC=C1)NC(=O)C=1OC=CC1C1=CC=CC=C1)=O)=O